F[C@H]1C[C@H](N2N=C(N=C21)SC2(CC2)C#N)C2=CC=CC=C2 1-[[(5S,7S)-7-fluoro-5-phenyl-6,7-dihydro-5H-pyrrolo[1,2-b][1,2,4]triazol-2-yl]sulfanyl]cyclopropanecarbonitrile